Rac-2-fluoro-N-[(1S)-2-ethyl-1-[(2S)-4,4-dimethyl-2-[[[(2R)-2-chloro-2-fluoro-acetyl]-[[(3S)-2-oxopyrrolidin-3-yl]methyl]amino]carbamoyl]pyrrolidine-1-carbonyl]butyl]propanamide F[C@@H](C(=O)N[C@@H](C(CC)CC)C(=O)N1[C@@H](CC(C1)(C)C)C(NN(C[C@H]1C(NCC1)=O)C([C@H](F)Cl)=O)=O)C |&1:1|